copper bipyridyl-carboxylate N1=C(C(=CC=C1)C(=O)[O-])C1=NC=CC=C1.[Cu+2].N1=C(C(=CC=C1)C(=O)[O-])C1=NC=CC=C1